3-((4-(heptyloxy)phenyl)sulfonyl)-4-(4-methyl-1,4-diazepan-1-yl)-6-(methylthio)quinoline C(CCCCCC)OC1=CC=C(C=C1)S(=O)(=O)C=1C=NC2=CC=C(C=C2C1N1CCN(CCC1)C)SC